FC1(CCC(CC1)C1=NOC(=N1)C1C2CN(CC1C2)C(CC2=NON=C2C)=O)C 1-(6-(3-(4-fluoro-4-methylcyclohexyl)-1,2,4-oxadiazol-5-yl)-3-azabicyclo[3.1.1]heptan-3-yl)-2-(4-methyl-1,2,5-oxadiazol-3-yl)ethan-1-one